2,4-diamino-6-(3,3,3-trichloropropyl)-1,3,5-triazine NC1=NC(=NC(=N1)N)CCC(Cl)(Cl)Cl